[Pd](Cl)Cl.[NH4+].[NH4+].[NH4+].[NH4+] tetra-ammonium palladium chloride